2-methoxy-6-(methylthio)isonicotinic acid COC=1C=C(C(=O)O)C=C(N1)SC